F[P-](F)(F)(F)(F)F.N1N=NC2=C1N=CC=C2OC(=[N+](C)C)N(C)C 2-(7-azabenzotriazolyl)-N,N,N',N'-tetramethyluronium hexafluorophosphate